C(C1=CC=CC=C1)OC(=O)N1[C@@H]2C[C@H]([C@H](C1)C2)OCC=2C(=NOC2C2CC2)C2=C(C=CC=C2C)C (1S,4S,5R)-5-[[5-cyclopropyl-3-(2,6-dimethylphenyl)-1,2-oxazol-4-yl]methoxy]-2-azabicyclo[2.2.1]heptane-2-carboxylic acid benzyl ester